4-isopropyl-N4-(3-methyl-1H-indazol-6-yl)-2,4-pyrimidinediamine C(C)(C)C1(NC(=NC=C1)N)NC1=CC=C2C(=NNC2=C1)C